The molecule is an N-alkylpyrrolidine that is acrivastine in which the pyridine ring is lacking the propenoic acid substituent. It is a sedating antihistamine that is used (generally as the monohydrochloride monohydrate) for the relief of the symptoms of uticaria, rhinitis, and various pruritic skin disorders. It has a role as a H1-receptor antagonist. It is a N-alkylpyrrolidine, a member of pyridines and an olefinic compound. It is a conjugate base of a triprolidine(1+). CC1=CC=C(C=C1)/C(=C\\CN2CCCC2)/C3=CC=CC=N3